O=C1N(CC(C1)CCC)CN1C(=NC=C1)C(=O)OC methyl 1-[(2-oxo-4-propylpyrrolidin-1-yl)methyl]-1H-imidazole-2-carboxylate